6-(3-chloropropyl)amino-1,3-dimethyl-uracil ClCCCNC1=CC(N(C(N1C)=O)C)=O